diisothiocyanatodihydro-stilbene N(=C=S)C(=C(C1CC=CC=C1)N=C=S)C1=CC=CC=C1